CC1=NC=NC(=C1C(=O)N1CC2C(C1)CN(C2)CC[C@@H](C2=CC=CC=C2)NC(=O)C2CCC(CC2)(F)F)C 4,4-Difluoro-cyclohexanecarboxylic acid {(S)-3-[5-(4,6-dimethyl-pyrimidine-5-carbonyl)-hexahydro-pyrrolo[3,4-c]pyrrol-2-yl]-1-phenyl-propyl}-amide